ClC1=C(C=CC=C1F)C=1C(N(C(N(C1)CC(=O)[O-])=O)C(C)C)=O [5-(2-chloro-3-fluoro-phenyl)-3-isopropyl-2,4-dioxo-3,4-dihydro-2H-pyrimidin-1-yl]-acetate